BrCCCCCCCCCCC1=CC(=C(C(=C1C=O)OC)OC)OC 6-(10-bromodecyl)-2,3,4-trimethoxybenzaldehyde